4H-thieno[2,3-c]pyrrole-2-carboxylic acid S1C(=CC2=C1C=NC2)C(=O)O